COC1=CC=C(CO)C=C1 L-4-methoxybenzyl alcohol